FC1=C(C(=CC=C1)F)C=1C(=NC=C(C1)C)[C@@H]1CC(=NO1)N1C[C@@H]([C@@H](C1)F)NS(=O)(=O)C1(CC1)F N-[(3S,4R)-1-{(5S)-5-[3-(2,6-difluorophenyl)-5-methylpyridin-2-yl]-4,5-dihydro-1,2-oxazol-3-yl}-4-fluoropyrrolidin-3-yl]-1-fluorocyclopropane-1-sulfonamide